(3ar,5s,6as)-N-{(1r,6s)-2,2-difluoro-6-[4-(propan-2-yl)piperazin-1-yl]cyclohexyl}-5-phenylhexahydrocyclopenta[c]pyrrole-2(1H)-carboxamide FC1([C@@H]([C@H](CCC1)N1CCN(CC1)C(C)C)NC(=O)N1C[C@@H]2[C@H](C1)CC(C2)C2=CC=CC=C2)F